O(C1=CC=CC=C1)C1=CC=C(NC2=CC=CC=C2)C=C1 4-phenoxy-N-phenylaniline